C1(=CC=C(C=C1)NC=1C(=C(SC1C)C)C(=O)OC)C1=CC=CC=C1 methyl 4-([1,1'-biphenyl]-4-ylamino)-2,5-dimethylthiophene-3-carboxylate